N-[3-[4-Cyclopropaneformylpiperazin-1-yl]-3-oxopropyl]-N-methylcarbamic acid tert-butyl ester C(C)(C)(C)OC(N(C)CCC(=O)N1CCN(CC1)C(=O)C1CC1)=O